(S)-N-(5-(tert-butyl)-1-(1-methylpyrrolidin-3-yl)-1H-pyrazol-3-yl)-7-methoxy-1-methyl-6-(thieno[2,3-b]pyridin-5-yloxy)-1H-imidazo[4,5-b]pyridin-2-amine C(C)(C)(C)C1=CC(=NN1[C@@H]1CN(CC1)C)NC=1N(C=2C(=NC=C(C2OC)OC=2C=C3C(=NC2)SC=C3)N1)C